1-[4-[4-[(5-Tetrahydropyran-4-ylpyrrolo[2,1-f][1,2,4]triazin-4-yl)amino]cyclohexyl]piperazin-1-yl]ethanone O1CCC(CC1)C=1C=CN2N=CN=C(C21)NC2CCC(CC2)N2CCN(CC2)C(C)=O